N-[4-(CHLORoDIFLUORoMETHOXY)PHENYL]-6-[(3R)-3-HYDROXYPYRROLIDIN-1-YL]-5-(1H-PYRAZOL-5-YL)PYRIDIN-3-CARBOXAMID ClC(OC1=CC=C(C=C1)NC(=O)C=1C=NC(=C(C1)C1=CC=NN1)N1C[C@@H](CC1)O)(F)F